O=C1NC(CCC1N1C(C2=CC=C(C=C2C1=O)C(=O)N1CCN(CC1)C(=O)C1=C(CCCC1)C1=CC=C(C=C1)F)=O)=O 2-(2,6-dioxopiperidin-3-yl)-5-(4-(4'-fluoro-3,4,5,6-tetrahydro-[1,1'-biphenyl]-2-carbonyl)piperazine-1-carbonyl)isoindoline-1,3-dione